S(=O)(=O)(C1=CC=C(C)C=C1)OCCC[C@H]1N(CC2=CC=CC=C12)C(=O)OC(C)(C)C tert-butyl (R)-1-(3-(tosyloxy)propyl)isoindoline-2-carboxylate